CC1=C(C=CC=C1NC(C1=NC=C(C(=C1)C1CC1)CO)=O)C1=C(C(=CC=C1)NC(C1=NC=C(C(=C1)C1CC1)CO)=O)C N,N'-(2,2'-dimethyl-[1,1'-biphenyl]-3,3'-diyl)bis(4-cyclopropyl-5-(hydroxymethyl)picolinamide)